2-(1-methyl-1H-imidazol-2-yl)-5,6-diphenylpyrrolo[2,1-f][1,2,4]triazin-4-amine CN1C(=NC=C1)C1=NN2C(C(=N1)N)=C(C(=C2)C2=CC=CC=C2)C2=CC=CC=C2